4-chloro-N-(4-hydroxy-4-(7-morpholino-5-(3-(m-tolyl)-1H-pyrazol-1-yl)furo[3,2-b]pyridin-2-yl)butyl)butanamide ClCCCC(=O)NCCCC(C1=CC2=NC(=CC(=C2O1)N1CCOCC1)N1N=C(C=C1)C=1C=C(C=CC1)C)O